O=C1CC2(C1)CN(C2)C2=CC=C(C=N2)OC2=CC=C(C=C2)C(C)(C)C2=CC=C(OC1CC(C1)N)C=C2 (1r,3r)-3-(4-(2-(4-((6-(2-oxo-6-azaspiro[3.3]heptane-6-yl)pyridin-3-yl)oxy)phenyl)propan-2-yl)phenoxy)cyclobutylamine